(R or S)-N-(5-fluoro-6-(4-(2-methyl-1,1-dioxidotetrahydrothiophen-2-yl)-1H-imidazol-1-yl)pyridin-3-yl)-2-(5-methyl-3-(trifluoromethyl)-1H-pyrazol-1-yl)acetamide FC=1C=C(C=NC1N1C=NC(=C1)[C@@]1(S(CCC1)(=O)=O)C)NC(CN1N=C(C=C1C)C(F)(F)F)=O |o1:12|